methyl-5-chloro-4-((tosyloxy)methyl)picolinate COC(C1=NC=C(C(=C1)COS(=O)(=O)C1=CC=C(C)C=C1)Cl)=O